Cyclohexyl ((S)-(((3aS,4R,6S,6aS)-6-(4-aminopyrrolo[2,1-f][1,2,4]triazin-7-yl)-4-cyano-2,2-dimethyltetrahydrofuro[3,4-d][1,3]dioxol-4-yl)methoxy)(phenoxy)phosphoryl)-L-alaninate NC1=NC=NN2C1=CC=C2[C@@H]2O[C@]([C@@H]1[C@H]2OC(O1)(C)C)(C#N)CO[P@](=O)(OC1=CC=CC=C1)N[C@@H](C)C(=O)OC1CCCCC1